diethylmethyl-(methoxyethoxyethyl)ammonium C(C)[N+](CCOCCOC)(C)CC